2-(2-ethoxyethoxy)ethyl (4S,7R)-4-(3-hydroxyphenyl)-7-(2-methoxyphenyl)-2-methyl-5-oxo-1,4,5,6,7,8-hexahydroquinoline-3-carboxylate OC=1C=C(C=CC1)[C@@H]1C(=C(NC=2C[C@H](CC(C12)=O)C1=C(C=CC=C1)OC)C)C(=O)OCCOCCOCC